CN1C(N(CC=2C1=NC(=NC2)NC2=CC=C(C=C2)N2CCN(CC2)C)[C@@H]2C[C@H]1N(CC2)C(OC1)=O)=O (7S,8aR)-7-[1-methyl-7-[4-(4-methylpiperazin-1-yl)anilino]-2-oxo-4H-pyrimido[4,5-d]pyrimidin-3-yl]-1,5,6,7,8,8a-hexahydrooxazolo[3,4-a]pyridin-3-one